(R)-4-(2-Methoxy-4-(trifluoromethyl)phenyl)-N-(1-methylpiperidin-3-yl)furo[2,3-d]pyridazin-7-amine COC1=C(C=CC(=C1)C(F)(F)F)C1=C2C(=C(N=N1)N[C@H]1CN(CCC1)C)OC=C2